dibutyltri(butoxy)tin C(CCC)C(CCCO[Sn](OCCCC)OCCCC)CCCC